methyl 3-(9-((4-(aminomethyl)bicyclo[2.2.2]octan-1-yl)carbamoyl)-4,5-dihydrobenzo[b]thieno[2,3-d]oxepin-8-yl)-6-(propylcarbamoyl)picolinate NCC12CCC(CC1)(CC2)NC(=O)C2=CC1=C(OCCC3=C1SC=C3)C=C2C=2C(=NC(=CC2)C(NCCC)=O)C(=O)OC